ClC1=C(C(=C(C=C1OC)OC)Cl)C1=CC2=C(N=C(N=C2)N[C@@H]2COCC[C@@H]2NC(C=C)=O)C(=N1)NCCN1CCN(CC1)C N-((3S,4S)-3-((6-(2,6-dichloro-3,5-di-methoxyphenyl)-8-((2-(4-methyl-piperazin-1-yl)ethyl)amino)pyrido[3,4-d]pyrimidin-2-yl)amino)tetrahydro-2H-pyran-4-yl)acrylamide